O=C1C2(CC2)C[C@H](N1)C(=O)OC methyl (S)-4-oxo-5-azaspiro[2.4]heptane-6-carboxylate